5-fluoro-N-(2-fluoroethyl)-2-nitro-aniline FC=1C=CC(=C(NCCF)C1)[N+](=O)[O-]